4-acetylenylphenyl-phenylboronic acid C(#C)C1=CC=C(C=C1)C1=C(C=CC=C1)B(O)O